8-methyl-2-methylsulfonyl-6-(2-nitrophenoxy)pyrido[2,3-d]pyrimidin-7-one CN1C(C(=CC2=C1N=C(N=C2)S(=O)(=O)C)OC2=C(C=CC=C2)[N+](=O)[O-])=O